BrC1=C(C(=C(C#N)C=C1)F)C 4-bromo-2-fluoro-3-methylbenzonitrile